O=C1NC(CCC1N1C(N(C2=C1C=CC(=C2)C2CCN(CC2)C(CC2CCN(CC2)C(=O)OC(C)(C)C)=O)C)=O)=O tert-butyl 4-[2-[4-[1-(2,6-dioxo-3-piperidyl)-3-methyl-2-oxo-benzimidazol-5-yl]-1-piperidyl]-2-oxo-ethyl]piperidine-1-carboxylate